ClC(SN(S(=O)(=O)N(C)C)C1=CC=CC=C1)(F)Cl N-(dichlorofluoromethylthio)-N',N'-dimethyl-N-phenylsulphamide